5-sulfo-dichlorophenol S(=O)(=O)(O)C=1C=C(C(=C(C1)O)Cl)Cl